OP(=O)(OCCCCCCCCC)OC1CN(C1)C(=O)OC(C)(C)C tert-butyl 3-[hydroxy(nonoxy)phosphoryl]oxyazetidine-1-carboxylate